FC(C(=O)O)(F)F.C(C)(=O)N[C@@H](CSC=1N(C=2N=C(NC(C2N1)=O)N)CC1=CC=CC=C1)C(=O)NCCOCCOCCOCCOCCOCCCCCCCl N2-Acetyl-S-(2-amino-9-benzyl-6-oxo-6,9-dihydro-1H-purin-8-yl)-N-(21-chloro-3,6,9,12,15-pentaoxahenicos-1-yl)-L-cysteinamide Trifluoroacetate